ethyl 1-(1-(3-amino-6-(2-hydroxyphenyl)pyridazin-4-yl)-4-phenylpiperidine-4-carbonyl)piperidine-4-carboxylate NC=1N=NC(=CC1N1CCC(CC1)(C(=O)N1CCC(CC1)C(=O)OCC)C1=CC=CC=C1)C1=C(C=CC=C1)O